2-hexoxyethyl methacrylate C(C(=C)C)(=O)OCCOCCCCCC